(2-(5-bromothiophen-2-yl)ethyl)carbamic acid phenyl ester C1(=CC=CC=C1)OC(NCCC=1SC(=CC1)Br)=O